C[C@@H]1CN(CCC1)CCCO (S)-3-(3-methylpiperidin-1-yl)propan-1-ol